N1=C(C=CC=C1)CN(CC1=NC=CC=C1)CC1=C(C(=O)NC2=CC=C(C=C2)CC(=O)NC(CO)(CO)CO)C=CC=N1 ((bis(pyridin-2-ylmethyl)amino)methyl)-N-(4-(2-(1,3-dihydroxy-2-(hydroxymethyl)propan-2-ylamino)-2-oxoethyl)phenyl)nicotinamide